methylphenylvinyl-silicon C[Si]C=CC1=CC=CC=C1